2-((2-nitrophenyl)sulfonyl)-7,10-dioxo-14-oxa-2,6,11-triazahexadecan-8-carbamate [N+](=O)([O-])C1=C(C=CC=C1)S(=O)(=O)N(C)CCCNC(C(CC(NCCOCC)=O)NC(=O)[O-])=O